N-(3-fluoro-4-((1-isopropyl-2-oxo-2,3-dihydro-1H-imidazo[4,5-b]pyridine-7-yl)oxy)phenyl)-5-phenylthiazole-2-carboxamide FC=1C=C(C=CC1OC1=C2C(=NC=C1)NC(N2C(C)C)=O)NC(=O)C=2SC(=CN2)C2=CC=CC=C2